FC1(CCC(CC1)C=1N=C(C2=C(N1)CN(CC2)C(C#CC)=O)C2=NN(C=C2)C)F 1-(2-(4,4-difluorocyclohexyl)-4-(1-methyl-1H-pyrazol-3-yl)-5,8-dihydropyrido[3,4-d]pyrimidin-7(6H)-yl)but-2-yn-1-one